2-methyl-2-(isopropylphenyl)propionaldehyde CC(C=O)(C)C1=C(C=CC=C1)C(C)C